O1CCN(CC1)C(=O)C1=CC(=NC2=CC=CC=C12)C1CN(CCO1)CCC1=CC=CC=C1 morpholino(2-(4-phenethylmorpholin-2-yl)quinolin-4-yl)methanone